2-(tert-butoxycarbonyl)-6-(thiazole-5-carbonyl)-2,6-diazaspiro[3.4]octane-8-carboxylic acid C(C)(C)(C)OC(=O)N1CC2(C1)CN(CC2C(=O)O)C(=O)C2=CN=CS2